6-((3-fluoro-3-methylazetidin-1-yl)methyl)pyrimidine-4-carboxamide FC1(CN(C1)CC1=CC(=NC=N1)C(=O)N)C